NC(CC(=O)O)C1=CC=C(C=C1)O 3-amino-3-(4-hydroxyphenyl)propionic acid